tert-Butyl 3-(4-chloro-2-(chloromethyl)phenyl)-3-hydroxyazetidine-1-carboxylate ClC1=CC(=C(C=C1)C1(CN(C1)C(=O)OC(C)(C)C)O)CCl